BrC1=CN(C=2N=CN=C(C21)NCC2=CC=CC(=N2)N2C[C@H](N([C@H](C2)C)C(=O)OC(C)(C)C)C)COCC[Si](C)(C)C Tert-butyl (2R,6S)-4-(6-(((5-bromo-7-((2-(trimethylsilyl)ethoxy)methyl)-7H-pyrrolo[2,3-d]pyrimidin-4-yl)amino)methyl)pyridin-2-yl)-2,6-dimethylpiperazine-1-carboxylate